OC1(C(N(CC1)C)=O)C=1C=NN(C1)C=1C=C(C=CC1)C1=CC=CC(=N1)C(=O)N 6-(3-(4-(3-hydroxy-1-methyl-2-oxopyrrolidin-3-yl)-1H-pyrazol-1-yl)phenyl)picolinamide